COC=1C=C2C=CN=C(C2=C(C1)C)N(C(C1=CC=C(C=C1)C=1SC(=NN1)C([2H])([2H])[2H])=O)[C@H]1CNCCC1 N-(6-methoxy-8-methyl-1-isoquinolyl)-N-[(3R)-3-piperidyl]-4-[5-(trideuteriomethyl)-1,3,4-thiadiazol-2-yl]benzamide